tert-butyl (3S)-4-(2,3-difluoro-4-nitro-phenyl)-3-methyl-piperazine-1-carboxylate FC1=C(C=CC(=C1F)[N+](=O)[O-])N1[C@H](CN(CC1)C(=O)OC(C)(C)C)C